(6-Fluoropyridin-3-yl)-5-(isothiazol-5-yl)-4,5-dihydro-6H-imidazo[1,5-b]pyrazol-6-one FC1=CC=C(C=N1)C=1C=C2N(N1)C(N(C2)C2=CC=NS2)=O